BrC(C(=O)C1=C(C=C(C=C1)OC(C)C)C)(C)C 2-bromo-1-(4-isopropoxy-2-methylphenyl)-2-methylpropan-1-one